2-[2-methyl-6-(trifluoromethyl)pyrimidin-4-yl]-7-[1-(oxetan-3-yl)-1H-pyrazolo[3,4-d]pyrimidin-6-yl]-2,7-diazaspiro[3.5]nonane CC1=NC(=CC(=N1)N1CC2(C1)CCN(CC2)C2=NC=C1C(=N2)N(N=C1)C1COC1)C(F)(F)F